3-Fluorobut-2-en-1-yl-carbamic acid tert-butyl ester C(C)(C)(C)OC(NCC=C(C)F)=O